(1S,2S,5r)-1-hydroxy-N-((2S)-hydroxy-2-(m-tolyl)ethyl)-2-isopropyl-5-methylcyclohexane-1-carboxamide O[C@@]1([C@@H](CC[C@H](C1)C)C(C)C)C(=O)NC[C@H](C=1C=C(C=CC1)C)O